C1(=CC=CC2=CC=CC=C12)N([C@H](CC1=CC=CC=C1)C(=O)O)C(C(C)(C)C)=O (R)-1-naphthyl-pivaloyl-phenylalanine